N-{5-[(1R,3R)-3-[4-(trifluorometh-yl)phenyl]cyclobutoxy]-1H-indol-3-yl}spiro[2.3]-hexane-1-carboxamide FC(C1=CC=C(C=C1)C1CC(C1)OC=1C=C2C(=CNC2=CC1)NC(=O)C1CC12CCC2)(F)F